COC(C(C(=O)OC)C1=C(C=CC(=C1)Br)[N+](=O)[O-])=O 2-(5-bromo-2-nitro-phenyl)malonic acid dimethyl ester